(difluoromethyl)-1H-indazol-3-amine FC(F)N1N=C(C2=CC=CC=C12)N